FC1=C(C=C(C=C1OC)OC)C1CCC=2C(=NNC2C1)C1=C(C=NN1C)[N+](=O)[O-] 6-(2-fluoro-3,5-dimethoxyphenyl)-3-(1-methyl-4-nitro-1H-pyrazol-5-yl)-4,5,6,7-tetrahydro-1H-indazole